C1NCC12CCC(CC2)C2CCC(CC2)N2N=C(C=1CN(CCC12)C(C)=O)N1CCCC2=CC(=C(C=C12)C(F)F)C=1C=NN(C1)C 1-[1-[4-(2-azaspiro[3.5]nonan-7-yl)cyclohexyl]-3-[7-(difluoromethyl)-6-(1-methylpyrazol-4-yl)-3,4-dihydro-2H-quinolin-1-yl]-6,7-dihydro-4H-pyrazolo[4,3-c]pyridin-5-yl]ethanone